amino-1-(3,3-difluoroazetidin-1-yl)ethan-1-one hydrochloride Cl.NCC(=O)N1CC(C1)(F)F